N1N=CC=2C(CCCC12)O 6,7-dihydro-4H-indazol-4-ol